5-hydroxy-4,5-dimethyl-3-oxo-hexanoic acid ethyl ester C(C)OC(CC(C(C(C)(C)O)C)=O)=O